2-amino-9-((1S,3R,4S)-4-hydroxy-3-(hydroxymethyl)-2-methylcyclopentyl)-3H-purin-6(9H)-one NC1=NC(C=2N=CN(C2N1)[C@@H]1C([C@@H]([C@H](C1)O)CO)C)=O